cyclopentyl 3-{[2-(4-chlorophenyl) imidazo[1,2-a]pyrimidin-3-yl] methyl}-3,8-diazabicyclo[3.2.1]octane-8-carboxylate ClC1=CC=C(C=C1)C=1N=C2N(C=CC=N2)C1CN1CC2CCC(C1)N2C(=O)OC2CCCC2